hexadecylphosphinic acid C(CCCCCCCCCCCCCCC)P(O)=O